C(C)(C)OCC1=NN2C(N=CC=C2C(=O)N)=C1C(=O)N (isopropoxymethyl)pyrazolo[1,5-a]pyrimidine-3,7-dicarboxamide